C(C=C)(=O)N1CCN(CC1)C1(CCOCC1)C1=CC=C(C=C1)[C@H](C)NC=1N=C(C2=C(N1)N(C(C=C2)=O)C(C)C)C 2-{[(1S)-1-{4-[4-(4-acryloylpiperazin-1-yl)tetrahydro-2H-pyran-4-yl]phenyl}ethyl]amino}-4-methyl-8-(propan-2-yl)pyrido[2,3-d]pyrimidin-7(8H)-on